S-((triisopropylsilyl)ethynyl)5-(dimethylamino)naphthalene-1-sulfonothioate C(C)(C)[Si](C(C)C)(C(C)C)C#CS=S(=O)([O-])C1=CC=CC2=C(C=CC=C12)N(C)C